NC1=C2C(=NC=C1C(=O)N)N(C=C2)CC(=O)N2[C@@H](C[C@H](C2)F)C(NCC2=C(C(=CC=C2)Cl)F)=O 4-amino-1-(2-((2S,4R)-2-((3-chloro-2-fluorophenylmethyl)carbamoyl)-4-fluoropyrrolidin-1-yl)-2-oxoethyl)-1H-pyrrolo[2,3-b]pyridine-5-carboxamide